COC1=C(CNS(=O)(=O)C2CCCC2)C=CC(=C1)OC N-(2,4-dimethoxybenzyl)cyclopentanesulfonamide